NC=1C2=C(N=CN1)N(C(=C2C2=CC(=C(C=C2)OC2=CC=CC=C2)Cl)C#CC2(CCN(CC2)C(C=C)=O)O)C 1-(4-((4-amino-5-(3-chloro-4-phenoxy-phenyl)-7-methyl-7H-pyrrolo[2,3-d]pyrimidin-6-yl)eth-ynyl)-4-hydroxy-piperidin-1-yl)prop-2-en-1-one